4-Bromo-3-nitrotoluol BrC1=C(C=C(C=C1)C)[N+](=O)[O-]